(7aR)-2,3-difluoro-10a-methyl-7a,10a-dihydro-7H-oxazolo[4,5-c]pyrrolo[3,2,1-ij]quinolin-9(8H)-one FC=1C=C2C3([C@@H](CN4C2=C(C1F)C=C4)NC(O3)=O)C